nitro-propionate [N+](=O)([O-])C(C(=O)[O-])C